5-[(7R)-7-(butylamino)-1-fluoro-3-hydroxy-5,6,7,8-tetrahydronaphthalen-2-yl]-1λ6,2,5-thiadiazolidine-1,1,3-trione, sodium salt [Na].C(CCC)N[C@@H]1CCC=2C=C(C(=C(C2C1)F)N1CC(NS1(=O)=O)=O)O